CC(C(=O)O)CC(=O)CN.COC(CCC(=O)CN)=O 5-aminolevulinic acid methyl ester (methyl-5-aminolevulinate)